4-benzyloxy-1-bromo-2-fluoro-3-(trifluoromethyl)benzene C(C1=CC=CC=C1)OC1=C(C(=C(C=C1)Br)F)C(F)(F)F